2-(4-(2-(aminomethyl)phenyl)-1H-pyrazol-1-yl)ethan-1-ol tert-butyl-(2R)-4-[3-(3-bromo-2-methyl-phenoxy)propyl]-2-methyl-piperidine-1-carboxylate C(C)(C)(C)[C@@]1(N(CCC(C1)CCCOC1=C(C(=CC=C1)Br)C)C(=O)OCCN1N=CC(=C1)C1=C(C=CC=C1)CN)C